tert-butyl (3-(3-(2,6-dioxopiperidin-3-yl)-1-(tetrahydro-2H-pyran-2-yl)-1H-indazol-5-yl)prop-2-yn-1-yl)carbamate O=C1NC(CCC1C1=NN(C2=CC=C(C=C12)C#CCNC(OC(C)(C)C)=O)C1OCCCC1)=O